3-(1-(2-(2-fluoro-5-hydroxybenzoyl)-2-azaspiro[3.3]heptan-6-yl)-5-(trifluoromethyl)-1H-pyrazol-3-yl)pyridin-2(1H)-one FC1=C(C(=O)N2CC3(C2)CC(C3)N3N=C(C=C3C(F)(F)F)C=3C(NC=CC3)=O)C=C(C=C1)O